thiadiazolotetrazine S1N=NC=2N=NN=NC21